1,5-bis(aminomethyl)naphthalene NCC1=CC=CC2=C(C=CC=C12)CN